4-amino-7-cyano-N-methyl-N-[2-(trifluoromethyl)-6,8-dihydro-5H-pyrano[3,4-b]pyridin-5-yl]imidazo[1,5-a]quinoxaline-8-carboxamide NC=1C=2N(C3=CC(=C(C=C3N1)C#N)C(=O)N(C1COCC3=NC(=CC=C31)C(F)(F)F)C)C=NC2